N[C@@H](CCC(=O)[O-])C(=O)[O-].[Ti+4].N[C@@H](CCC(=O)[O-])C(=O)[O-] titanium glutamate